NC=1C=C(C=C(C1)N)O 3,5-diaminophenol